IC=1C=C(C=C(C1)I)\C=N\[C@H](CO)C(C)(C)C (2S)-2-[(E)-(3,5-diiodophenyl)methyleneamino]-3,3-dimethyl-butan-1-ol